N-methyl-2-(2-phenyl-1,2,3,4-tetrahydroquinoline-6-yl)acetamide CNC(CC=1C=C2CCC(NC2=CC1)C1=CC=CC=C1)=O